C(C)OC(/C=C/C1=C(C=CC=C1)N1CN(CC1=O)C(=O)OC(C)(C)C)=O tert-butyl (E)-3-(2-(3-ethoxy-3-oxoprop-1-en-1-yl)phenyl)-4-oxoimidazolidine-1-carboxylate